3,3'-iminobis(5-benzyl-1H-1,2,4-triazole) N(C1=NNC(=N1)CC1=CC=CC=C1)C1=NNC(=N1)CC1=CC=CC=C1